(S)-(4-((4-(3-((2-(1-hydroxyethyl)-1H-imidazol-1-yl)methyl)isoxazol-5-yl)phenyl)ethynyl)phenyl)(morpholino)methanone O[C@@H](C)C=1N(C=CN1)CC1=NOC(=C1)C1=CC=C(C=C1)C#CC1=CC=C(C=C1)C(=O)N1CCOCC1